7-((5-(4-hydroxypiperidin-1-yl)pyridin-2-yl)amino)-4-(1-methyl-1H-pyrrolo[2,3-d]pyridazin-3-yl)isoindolin-1-one OC1CCN(CC1)C=1C=CC(=NC1)NC=1C=CC(=C2CNC(C12)=O)C1=CN(C2=CN=NC=C21)C